C(C)(=O)[O-].[Na+].[Zn+2].C(C)(=O)[O-].C(C)(=O)[O-] zinc-sodium acetate